COC1=C(C=CC(=C1)OCCOC)NC1=CC=NC2=CC(=CC=C12)N1CCN(CC1)CCOC N-(2-methoxy-4-(2-methoxyethoxy)phenyl)-7-(4-(2-methoxyethyl)piperazin-1-yl)quinolin-4-amine